NC=1NC(C2=C(N1)NC(=C2C2=CC=C(C=C2)S(=O)(=O)C)C2=CC=C(C=C2)S(=O)(=O)N(C)C)=O 4-(2-amino-5-(4-(methylsulfonyl)phenyl)-4-oxo-4,7-dihydro-3H-pyrrolo[2,3-d]pyrimidin-6-yl)-N,N-dimethylbenzenesulfonamide